tert-butyl (2R,5S)-4-(7-cyclohexyl-5-(trifluoromethyl)-7H-pyrrolo[2,3-d]pyrimidin-4-yl)-2,5-dimethylpiperazine-1-carboxylate C1(CCCCC1)N1C=C(C2=C1N=CN=C2N2C[C@H](N(C[C@@H]2C)C(=O)OC(C)(C)C)C)C(F)(F)F